6-(cyclopropyl-(hydroxy)methyl)-4-(4-methoxy-4-methylpiperidin-1-yl)-2-oxo-1,2-dihydroquinoline-3-carbonitrile C1(CC1)C(C=1C=C2C(=C(C(NC2=CC1)=O)C#N)N1CCC(CC1)(C)OC)O